2-methoxy-3,5-dimethylpyridin COC1=NC=C(C=C1C)C